CCC(C(CCCC)O)O trans-3,4-octanediol